FC1=C2C(NC(=NC2=CC=C1)CSC1CCOCC1)=O 5-fluoro-2-(((tetrahydro-2H-pyran-4-yl)thio)methyl)quinazolin-4(3H)-one